C(CCC)OC(=O)CCCCCCCCCCCCCCCCOC=1C2=CC=CC=C2C(=C2C=CC=CC12)OCCCCCCCCCCCCCCCCC(=O)OCCCC 9,10-bis(n-butoxycarbonylhexadecyleneoxy)anthracene